dicyanatobiphenyl O(C#N)C1=CC=C(C=C1)C1=CC=C(C=C1)OC#N